6-chloro-2,3-diaminopyridine ClC1=CC=C(C(=N1)N)N